CN(C1CN(CC1)C1=NNC(=C1)C=1C(=C(C(=CC1)O)N1CC(NS1(=O)=O)=O)F)C 5-(3-(3-(3-(dimethylamino)pyrrolidin-1-yl)-1H-pyrazol-5-yl)-2-fluoro-6-hydroxyphenyl)-1,2,5-thiadiazolidin-3-one 1,1-dioxide